3-oxo-piperazine-1-carboxamide O=C1CN(CCN1)C(=O)N